CC(C(=O)N)(CCC)C 2,2-dimethylvaleramide